COC(=O)C=1C=CC2=C(N(C(=N2)CN2C(CN(C(C2)=O)C2=NC(=CC=C2)OCC2=CC=CC=C2)=O)C[C@H]2OCC2)C1 (S)-2-((4-(6-(benzyloxy)pyridin-2-yl)-2,5-dioxopiperazin-1-yl)methyl)-1-(oxetan-2-ylmethyl)-1H-benzo[d]imidazole-6-carboxylic acid methyl ester